monoiodosilver(I) I[Ag]